cyclobutane-1,2-dicarboxylic anhydride C12C(CC1)C(=O)OC2=O